(5R,6S)-5-(4-(4-aminopiperidin-1-yl)phenyl)-6-phenyl-5,6,7,8-tetrahydronaphthalene NC1CCN(CC1)C1=CC=C(C=C1)[C@@H]1C=2C=CC=CC2CC[C@@H]1C1=CC=CC=C1